4-[(2S,6R)-11-[(1s,4s)-2,5-diazabicyclo[2.2.1]heptan-2-yl]-6-methyl-4,7,10-triazatricyclo[7.4.0.02,7]trideca-1(9),10,12-trien-4-yl]pyrazolo[1,5-a]pyridine-7-carbonitrile [C@@H]12N(C[C@@H](NC1)C2)C2=NC=1CN3[C@@H](CN(C[C@@H]3C1C=C2)C=2C=1N(C(=CC2)C#N)N=CC1)C